CC1=C(C=C(C=C1)C)S(=O)(=O)C=CC#N 3-(2,5-dimethylphenyl)sulphonyl-2-propenenitrile